1,4-bis(4-butylphenyl)butane-1,4-dione C(CCC)C1=CC=C(C=C1)C(CCC(=O)C1=CC=C(C=C1)CCCC)=O